potassium D-threonate O=C([C@@H](O)[C@H](O)CO)[O-].[K+]